3-chloro-2-(trifluoromethyl)pyridin-5-yl 4,6-di-O-acetyl-3-azido-3-deoxy-2-O-methyl-1-thio-α-D-galactopyranoside C(C)(=O)O[C@@H]1[C@@H]([C@H]([C@@H](SC=2C=C(C(=NC2)C(F)(F)F)Cl)O[C@@H]1COC(C)=O)OC)N=[N+]=[N-]